CN1C2CC3=CC(=C(C=C3C1CC4=CC(=C(C=C24)OC)OC)OC)OC The molecule is an isoquinoline alkaloid that is 13-methyl-5,6,11,12-tetrahydro-5,11-epiminodibenzo[a,e][8]annulene substituted at positions 2, 3, 8 and 9 by methoxy groups. It is an aromatic ether, an isoquinoline alkaloid, an organic heterotetracyclic compound and a tertiary amino compound.